ethyl 1-((2-(trimethylsilyl) ethoxy) methyl)-1H-pyrazole-4-carboxylate C[Si](CCOCN1N=CC(=C1)C(=O)OCC)(C)C